BrC=1C=C(C=CC1)CN1C(=NC=C1)[C@H]1N(C[C@@H](C1)O[Si](C)(C)C(C)(C)C)C(=O)OC(C)(C)C tert-Butyl (2S,4R)-2-[1-[(3-bromophenyl)methyl]imidazol-2-yl]-4-[tert-butyl (dimethyl)silyl]oxy-pyrrolidine-1-carboxylate